racemic-trans-1,2-diaminocyclohexane N[C@H]1[C@@H](CCCC1)N |r|